tert-butyl (2S)-2-(7-chloro-6-((dimethylamino)methyl)-1,1-dioxido-3,4-dihydro-2H-benzo[b][1,4,5]oxathiazepin-2-yl)-3-(6-fluoro-2,3-dimethylphenyl)butanoate ClC=1C=CC2=C(OCCN(S2(=O)=O)[C@H](C(=O)OC(C)(C)C)C(C)C2=C(C(=CC=C2F)C)C)C1CN(C)C